[3-(4-cyclopropyl-2-fluoro-phenoxy)azetidin-1-yl]-[6-(3-cyclopropyl-1,2,4-triazol-1-yl)-2-azaspiro[3.3]heptan-2-yl]methanone C1(CC1)C1=CC(=C(OC2CN(C2)C(=O)N2CC3(C2)CC(C3)N3N=C(N=C3)C3CC3)C=C1)F